C1(=CC=C(C2=CC(=CC=C12)C(=O)O)C(=O)O)C(=O)O naphthalene-1,4,6-tricarboxylic acid